CCC(CCCCCCCCC)C1OCC(O1)COS(=O)(=O)O.C(C)(=O)NC1=NC2=C(N1)C=C(C=C2)C2=CC=C(C(=O)NCC1=CC=CC=C1)C=C2 4-(2-acetamido-1H-benzo[d]imidazol-6-yl)-N-benzyl-benzamide (2-(dodecan-3-yl)-1,3-dioxolan-4-yl)methyl-hydrogensulfate